[OH-].[Na+].C(C)(=O)O acetic acid sodium hydroxide